2-(1-(4-Chlorophenyl)-2,2,2-trifluoro-1-hydroxyethyl)-1-ethyl-N-(1-hydroxy-4-methylpentan-2-yl)-1H-benzo[d]imidazole-6-carboxamide ClC1=CC=C(C=C1)C(C(F)(F)F)(O)C1=NC2=C(N1CC)C=C(C=C2)C(=O)NC(CO)CC(C)C